6,6'-biphenyl-tetracarboxylic acid C=1(C(=C(C(=CC1C1=CC=CC=C1)C(=O)O)C(=O)O)C(=O)O)C(=O)O